CS(=O)(=O)OCCC1CCC(CC1)N1N=C2C=C(C(=CC2=C1)C(NC1=CN=C2N1N=CC=C2)=O)OC 2-((1r,4r)-4-(5-(Imidazo[1,2-b]pyridazin-3-ylcarbamoyl)-6-methoxy-2H-indazol-2-yl)cyclohexyl)ethyl methanesulfonate